2,2,2-Trifluoroethyl (2-((S)-5-oxo-1-(2,3,5-trifluorobenzyl)pyrrolidin-2-yl)acetyl)-L-valinate O=C1CC[C@H](N1CC1=C(C(=CC(=C1)F)F)F)CC(=O)N[C@@H](C(C)C)C(=O)OCC(F)(F)F